ClC1=C(C(=O)NC2=C3C=NN(C3=CC=C2)C2=CC(=C(C=C2)C)C(F)(F)F)C=C(C=C1)CNC(C(CO)(C)C)=O 2-Chloro-5-{[(3-hydroxy-2,2-dimethylpropionyl)amino]methyl}-N-{1-[4-methyl-3-(trifluoromethyl)phenyl]-1H-indazol-4-yl}benzamide